1-(Isoindolin-5-yl)dihydropyrimidine-2,4(1H,3H)-dione C1NCC2=CC(=CC=C12)N1C(NC(CC1)=O)=O